CC(C)([Si](O[C@H](C[C@@H](NOCCCC#C)C(C)C)C=1SC=C(N1)C(=O)OCC)(C)C)C Ethyl 2-[(5R,7R)-2,2,3,3-tetramethyl-7-(propan-2-yl)-4,9-dioxa-8-aza-3-silatetradec-13-yn-5-yl]-1,3-thiazole-4-carboxylate